1-(hydrazinylmethyl)cyclopropanol N(N)CC1(CC1)O